3,5,6-trimethyl-3-cyclohexenecarboxaldehyde CC=1CC(C(C(C1)C)C)C=O